FC(C=1C(=C(C=CC1)[C@@H](C)NC1=CN=NC2=CC=C(C=C12)N1C[C@@H](CCC1)OC)F)F N-((R)-1-(3-(difluoromethyl)-2-fluorophenyl)ethyl)-6-((R)-3-methoxypiperidin-1-yl)cinnoline-4-Amine